4-(2-((2r,5r)-2-(2-isopropylphenyl)-4-(4-methoxybenzyl)-5-methylpiperazin-1-yl)-7-azaspiro[3.5]nonan-7-yl)benzamide C(C)(C)C1=C(C=CC=C1)[C@H]1N(C[C@H](N(C1)CC1=CC=C(C=C1)OC)C)C1CC2(C1)CCN(CC2)C2=CC=C(C(=O)N)C=C2